C(C1=CC=CC=C1)C1(C)CC=C(C=C1)CC1=CC=CC=C1 para-dibenzyltoluene